C(N)(=O)N1C(CCCC1)C(=O)O Carbamoyl-piperidine-2-carboxylic acid